2,3-diaza-cyclohexane C1NNCCC1